OC1=C(C(=C(C=C1C)C1(C(N(C2=CC=CC=C12)C1=CC=CC=C1)=O)C1=C(C(=C(C(=C1)C)O)C1=CC=CC=C1)C)C)C1=CC=CC=C1 3,3-bis(4-hydroxy-2,5-dimethyl-3-phenylphenyl)-1-phenyl-1H-indol-2-one